Methyl 3-[(1-tert-butoxycarbonyl-3-methyl-pyrazol-4-yl)amino]-5-cyclopropyl-6-(3-methylimidazo[4,5-c]pyridin-7-yl)pyrazine-2-carboxylate C(C)(C)(C)OC(=O)N1N=C(C(=C1)NC=1C(=NC(=C(N1)C1CC1)C=1C2=C(C=NC1)N(C=N2)C)C(=O)OC)C